5-[2-fluoro-6-hydroxy-4-(3-piperidyl)phenyl]-1,1-dioxo-1,2,5-thiadiazolidin-3-one FC1=C(C(=CC(=C1)C1CNCCC1)O)N1CC(NS1(=O)=O)=O